3-((2-methylpyridin-4-yl)amino)-N-(3-(phenylamino)phenyl)benzamide CC1=NC=CC(=C1)NC=1C=C(C(=O)NC2=CC(=CC=C2)NC2=CC=CC=C2)C=CC1